tert-butyl 1-({6-[(2-{[2-(2,6-dioxopiperidin-3-yl)-1,3-dioxoisoindol-4-yl]amino}ethyl)carbamoyl]pyridin-3-yl}methyl)piperidine-4-carboxylate O=C1NC(CCC1N1C(C2=CC=CC(=C2C1=O)NCCNC(=O)C1=CC=C(C=N1)CN1CCC(CC1)C(=O)OC(C)(C)C)=O)=O